3-bromoimidazo[1,2-a]pyridine-6-carbohydrazide BrC1=CN=C2N1C=C(C=C2)C(=O)NN